CCCCCC(=O)OC[C@H](COP(=O)(O)O)O The molecule is a 1-O-acyl-sn-glycero-3-phosphate in which the acyl group is specified as caproyl (hexanoyl). It is a 1-acyl-sn-glycerol 3-phosphate and a hexanoate ester. It is a conjugate acid of a 1-caproyl-sn-glycero-3-phosphate(2-).